C(C)N1N=CC(=C1)C1=CC(=C(C=C1)NC1=C(N=NC=C1)C(=O)NC)OC(C)C 4-((4-(1-ethyl-1H-pyrazol-4-yl)-2-isopropoxyphenyl)amino)-N-methylpyridazine-3-carboxamide